FC(C=1C(=C(C=CC1)[C@@H](C)NC=1C2=C(N=C(N1)C)NC(C(=C2)C(=O)NC=2SC=CN2)=O)F)F (R)-4-(1-(3-(difluoromethyl)-2-fluorophenyl)ethylamino)-2-methyl-7-oxo-N-(thiazol-2-yl)-7,8-dihydropyrido[2,3-d]pyrimidine-6-carboxamide